C(C=C)C1(N(CCC1=C)C(=O)OC(C)(C)C)C(=O)OCC 1-(t-butyl) 2-ethyl 2-allyl-3-methylenepyrrolidin-1,2-dicarboxylate